COC=1C=C(C=C(C1)OC)N(C(=O)C=1N=C(SC1)C#C)[C@H]1CN(CC1)CCC(F)(F)F (R)-N-(3,5-Dimethoxyphenyl)-2-ethynyl-N-(1-(3,3,3-trifluoropropyl)pyrrolidin-3-yl)thiazole-4-carboxamide